[1-[(7-bromo-5-fluoro-2-methyl-benzimidazol-1-yl)methyl]cyclopropyl]methanol BrC1=CC(=CC2=C1N(C(=N2)C)CC2(CC2)CO)F